tert-Butyl 3-(4-hydroxy-7-(oxazol-2-yl)benzo[d]oxazol-2-yl)-3,8-diazabicyclo[3.2.1]octane-8-carboxylate OC1=CC=C(C2=C1N=C(O2)N2CC1CCC(C2)N1C(=O)OC(C)(C)C)C=1OC=CN1